C1(CC1)N1N=C2N(C(N([C@H](C2=C1)C)C1CCN(CC1)C=1C(=NC=CC1C(F)F)OC)=O)CC1=C(C=CC=C1)C1CC1 (S)-2-cyclopropyl-7-(2-cyclopropyl-benzyl)-5-(4'-difluoromethyl-2'-methoxy-3,4,5,6-tetrahydro-2H-[1,3']bipyridinyl-4-yl)-4-methyl-2,4,5,7-tetrahydro-pyrazolo[3,4-d]pyrimidin-6-one